tert-butyl (1S,2S)-2-((2-methyl-6-(3-methyl-4-((6-(pyridin-3-yl)pyrazin-2-yl)amino)isoxazol-5-yl)pyridin-3-yl)carbamoyl)cyclohexane-1-carboxylate CC1=NC(=CC=C1NC(=O)[C@@H]1[C@H](CCCC1)C(=O)OC(C)(C)C)C1=C(C(=NO1)C)NC1=NC(=CN=C1)C=1C=NC=CC1